C(C)(C)(C)N1N=C(C(=C1C)O)C1=C(C=CC=C1)C(C)(C)C 1-(tert-butyl)-5-methyl-3-(2-(tert-Butyl)phenyl)-pyrazole-4-ol